1-(2-chloropyrimidin-5-yl)-2,2-difluoro-ethanol ClC1=NC=C(C=N1)C(C(F)F)O